O1CCN(CC1)C1=CC=C(CCC(CC)=O)C=C1 1-(4-morpholinobenzyl)butanone